(3S)-N-{6,7-dimethoxy-1H,2H,3H-cyclopenta[b]quinolin-9-yl}-1-(propan-2-yl)pyrrolidin-3-amine COC=1C(=CC=2C(=C3C(=NC2C1)CCC3)N[C@@H]3CN(CC3)C(C)C)OC